Dimethyl-distearyl-ammonium C[N+](CCCCCCCCCCCCCCCCCC)(CCCCCCCCCCCCCCCCCC)C